FC1=CC=C(C=C1)N1N=C(C=C1)C1CCN(CC1)C(=O)OC(C)(C)C tert-Butyl 4-[1-(4-fluorophenyl)pyrazol-3-yl]piperidine-1-carboxylate